OC1N(C(CCC1)C=1NC(=CN1)C1=CC=C(C=C1)C)C(C(C)SC)=O 1-(2-hydroxy-6-(5-(p-tolyl)-1H-imidazol-2-yl)piperidin-1-yl)-2-(methylsulfanyl)propan-1-one